C(C)(C)NC(=O)O[C@H]1C[C@H](CC1)C1=NN(C(=C1)NC1=CC2=C(N(S(C2)(=O)=O)C)C=C1)C(=O)OCC Ethyl 3-((1S,3R)-3-((isopropylcarbamoyl) oxy) cyclopentyl)-5-((1-methyl-2,2-dioxo-1,3-dihydrobenzo[c]isothiazol-5-yl) amino)-1H-pyrazole-1-carboxylate